(R)-1-((S)-1-(2-benzylphenoxy)propan-2-yl)-2-methylpiperidine C(C1=CC=CC=C1)C1=C(OC[C@H](C)N2[C@@H](CCCC2)C)C=CC=C1